1-(2-chloropyridin-4-yl)-N,N-dimethylmethylamine ClC1=NC=CC(=C1)CN(C)C